C(C)(=O)C1=CC=CC(=N1)C#N 6-acetyl-pyridinecarbonitrile